(3-chloropropyl)-N'-methylurea ClCCCNC(=O)NC